C(CCCCC)OC(C=1C(C(=O)OCC)=CC=CC1)=O phthalic acid (2-ethyl) hexyl ester